bis(bicyclo[2.2.1]hept-5-en-2-ylmethyl)terephthalic acid C12C(CC(C=C1)C2)CC=2C(=C(C(=O)O)C=CC2C(=O)O)CC2C1C=CC(C2)C1